benzyl 4-(7-chloro-8-fluoro-2-(((2R,7aS)-2-fluorotetrahydro-1H-pyrrolizin-7a(5H)-yl)methoxy)pyrido[4,3-d]pyrimidin-4-yl)-4-methylpiperidine-1-carboxylate ClC1=C(C=2N=C(N=C(C2C=N1)C1(CCN(CC1)C(=O)OCC1=CC=CC=C1)C)OC[C@]12CCCN2C[C@@H](C1)F)F